1-(tert-butoxycarbonyl)-7-cyanoindol-3-ylboronic acid C(C)(C)(C)OC(=O)N1C=C(C2=CC=CC(=C12)C#N)B(O)O